tert-butyl 1-(4-((3-methyl-[1,1'-biphenyl]-4-yl) methyl) piperazine-1-carbonyl)-1H-pyrazole-3-carboxylate CC=1C=C(C=CC1CN1CCN(CC1)C(=O)N1N=C(C=C1)C(=O)OC(C)(C)C)C1=CC=CC=C1